1,4-bis(4-chlorobutyl)terephthalic acid ClCCCCC1(C(=O)O)C=CC(C(=O)O)(C=C1)CCCCCl